phenyl ((S)-2,2,2-trifluoro-1-((R or S)-3-(2-(5-fluorothiophen-2-yl)ethyl)-1-(2-(6-methylpyridin-3-yl)propan-2-yl)pyrrolidin-3-yl)ethyl)carbamate FC([C@H]([C@]1(CN(CC1)C(C)(C)C=1C=NC(=CC1)C)CCC=1SC(=CC1)F)NC(OC1=CC=CC=C1)=O)(F)F |o1:3|